racemic-5-[(4-chlorophenyl)methyl]-8-(3-hydroxypropyl)-4-[3-(trifluoromethoxy)phenoxy]-1,3,5,8-tetraazatricyclo[8.3.0.0^[2,6]]trideca-2(6),3-diene-7,9-dione ClC1=CC=C(C=C1)CN1C(=NC=2N3CCC[C@@H]3C(N(C(C12)=O)CCCO)=O)OC1=CC(=CC=C1)OC(F)(F)F |r|